12'-bromospiro[fluorene-9,8'-indolo[3,2,1-de]acridine] BrC=1C=2N3C4=C(C=CC=C4C4(C2C=CC1)C1=CC=CC=C1C=1C=CC=CC14)C=1C=CC=CC13